C(C)(C)(C)NC(=O)NC1=NC2=NC(=CC=C2C=C1C1=CC(=CC(=C1)OC)OC)NCCCC1CCCCC1 1-(tert-butyl)-3-(7-((3-cyclohexylpropyl)amino)-3-(3,5-dimethoxyphenyl)-1,8-naphthyridin-2-yl)urea